ClC1=CC=C(C(=N1)C(=O)O)N[C@H](C)C1=C2N=C(C(=NC2=CC(=C1)C)C#N)N1CCN(CC1)C (R)-6-chloro-3-((1-(2-cyano-7-methyl-3-(4-methylpiperazin-1-yl)quinoxalin-5-yl)ethyl)amino)picolinic acid